4-(4-{[2-(4-chlorophenyl)-4,4-dimethylcyclohex-1-en-1-yl]methyl}piperazin-1-yl)-N-({4-[(2-cyanoethyl)amino]-3-nitrophenyl}sulfonyl)-2-(1H-pyrrolo[2,3-b]pyridin-5-yloxy)benzamide ClC1=CC=C(C=C1)C1=C(CCC(C1)(C)C)CN1CCN(CC1)C1=CC(=C(C(=O)NS(=O)(=O)C2=CC(=C(C=C2)NCCC#N)[N+](=O)[O-])C=C1)OC=1C=C2C(=NC1)NC=C2